CC1=C(C=NC=C1)C1=CC=NC2=CC=CC=C12 4-(4-Methylpyridin-3-yl)quinoline